2,2',3',5',6'-pentafluoro-5-nitro-4'-(trifluoromethyl)-[1,1'-biphenyl]-4-ol FC1=C(C=C(C(=C1)O)[N+](=O)[O-])C1=C(C(=C(C(=C1F)F)C(F)(F)F)F)F